CCC1=CC=C(N(C2=NC(=NC(=N2)N(C2=CC=C(C=C2)CC)CCCCCC)N(C2=CC=C(C=C2)CC)CCCCCC)CCCCCC)C=C1 2,4,6-tris(p-2-ethylhexylanilino)-1,3,5-triazine